CN1CCN(CC1)C1=NC=C(C=N1)B1OC(C)(C)C(C)(C)O1 (4-methylpiperazin-1-yl)pyrimidine-5-boronic acid pinacol ester